2,6-dimethyl-N-phenylmaleimide CC=1C(=O)N(C(C1)=O)C1=CC=CC=C1C